N-((5aR,5bS,7aS,10aS,10bR)-5a,7a-dimethyl-8-oxo-5,5a,5b,6,7,7a,8,9,10,10a,10b,11,12,12a-tetradecahydro-4H-cyclopenta[7,8]phenanthro[2,1-d]thiazol-2-yl)-N-(4-methoxyphenyl)acetamide C[C@@]12CCC=3N=C(SC3C2CC[C@H]2[C@H]3[C@](CC[C@H]12)(C(CC3)=O)C)N(C(C)=O)C3=CC=C(C=C3)OC